bromon-decane BrCCCCCCCCCC